O=C1NC(CCC1N1C(C2=CC=CC(=C2C1)C#CCCCCN1CCN(CC1)C1=CC=C(N=N1)C(=O)N1CCC(CC1)CCCCNC(\C=C\C=1C=NC=CC1)=O)=O)=O (E)-N-(4-(1-(6-(4-(6-(2-(2,6-dioxopiperidin-3-yl)-1-oxoisoindolin-4-yl)hex-5-yn-1-yl)piperazin-1-yl)pyridazine-3-carbonyl)piperidin-4-yl)butyl)-3-(pyridin-3-yl)acrylamide